4-(2-(2-chlorophenyl)pyrrolidin-1-yl)-3-fluorobenzoic acid ClC1=C(C=CC=C1)C1N(CCC1)C1=C(C=C(C(=O)O)C=C1)F